4-[6-(1-Methyl-1H-pyrazol-4-yl)pyrazolo[1,5-a]pyridin-3-yl]-5-oxo-1,4-diazacycloheptane-1-carboxylic acid tert-butyl ester C(C)(C)(C)OC(=O)N1CCN(C(CC1)=O)C=1C=NN2C1C=CC(=C2)C=2C=NN(C2)C